[Ag].[Zn].ClC1=C(C=CC=C1)CC(=O)NC1=CC(=C(C=C1)C=1C(=NN(C1)C)C(F)(F)F)S(N=CN(C)C)(=O)=O 2-(2-Chlorophenyl)-N-(3-{[(dimethylamino)methylene]sulfamoyl}-4-[1-methyl-3-(trifluoromethyl)-1H-pyrazol-4-yl]phenyl)acetamide Zinc-silver